CC1(OB(OC1(C)C)C1=CC=C(C=C1)N1CCC(CC1)CO)C [1-[4-(4,4,5,5-tetramethyl-1,3,2-dioxaborolan-2-yl)phenyl]-4-piperidyl]methanol